OC1=C(C=C(C=C1)C=1C=C2C=CC(=CC2=CC1)C(=O)O)C12CC3CC(CC(C1)C3)C2 6-(4-Hydroxy-3-tricyclo[3.3.1.13,7]dec-1-ylphenyl)-2-naphthalenecarboxylic acid